2-(2,6-dioxopiperidin-3-yl)-6-fluoro-1-oxo-N-((S)-1-phenylethyl)isoindoline-5-carboxamide O=C1NC(CCC1N1C(C2=CC(=C(C=C2C1)C(=O)N[C@@H](C)C1=CC=CC=C1)F)=O)=O